C(=O)(O)C=1C=C(C=C(C1O)C)C=1N=NN(C1)C1=CC(=CC(=N1)C=1N=NN(C1)C=1C=C(C(=C(C(=O)O)C1)O)C)C(=O)OC 5-(4-(6-(4-(3-carboxy-4-hydroxy-5-methylphenyl)-1H-1,2,3-triazol-1-yl)-4-(methoxycarbonyl)pyridin-2-yl)-1H-1,2,3-triazol-1-yl)-2-hydroxy-3-methylbenzoic acid